FC=1C=C(C=2N(C1)C(=CN2)C2=NN(C1=C2C=NC=C1)CC(F)(F)F)F 3-(6,8-Difluoro-imidazo[1,2-a]pyridin-3-yl)-1-(2,2,2-trifluoro-ethyl)-1H-pyrazolo[4,3-c]pyridin